bis-trifluoromethanesulfonic acid Lithium [Li].FC(S(=O)(=O)O)(F)F.FC(S(=O)(=O)O)(F)F